ClC1=NC=NC2=CC(=CC=C12)OCC 4-chloro-7-ethoxyquinazoline